1-pentyl-2,3-dimethyl-imidazolium C(CCCC)N1C(=[N+](C=C1)C)C